methyl 2-(3-fluoro-phenyl)-propionate FC=1C=C(C=CC1)C(C(=O)OC)C